C(C)(=O)N1CCC(CC1)NCC1=C(C(=NC=C1)NC=1C(=C(C=CC1)C1=NC=CC(=C1Cl)C1=NC(=C(C=C1)CNC[C@H]1CC(NC1)=O)OC)Cl)F (R)-4-((((2'-(3-((4-(((1-acetylpiperidin-4-yl)amino)methyl)-3-fluoropyridin-2-yl)amino)-2-chlorophenyl)-3'-chloro-6-methoxy-[2,4'-bipyridin]-5-yl)methyl)amino)methyl)pyrrolidin-2-one